7-((3aS,4R,6R,6aR)-2,2-Dimethyl-6-(3-(phenethylamino)prop-1-yn-1-yl)tetrahydro-4H-cyclopenta[d][1,3]dioxol-4-yl)-N-(4-methoxybenzyl)-N-methyl-7H-pyrrolo[2,3-d]pyrimidin-4-amine CC1(O[C@@H]2[C@H](O1)[C@H](C[C@H]2N2C=CC1=C2N=CN=C1N(C)CC1=CC=C(C=C1)OC)C#CCNCCC1=CC=CC=C1)C